[Si](C)(C)(C(C)(C)C)OC[C@H](C)N1N=C(C(=C1CO)I)C [2-[(1S)-2-[tert-butyl(dimethyl)silyl]oxy-1-methyl-ethyl]-4-iodo-5-methyl-pyrazol-3-yl]methanol